N1(CCC1)C=1C=CC2=C([Si](C3=C(C=CC(=C3)N3CCC3)C23OC(C2=CC=CC=C32)=O)(C3=CC=CC=C3)C3=CC=CC=C3)C1 3,7-Di(azetidin-1-yl)-5,5-diphenyl-3'H,5H-spiro[dibenzo[b,e]siline-10,1'-isobenzofuran]-3'-one